COC=1C=C(C=CC1S(=O)(=O)N1CC2=CC=C(C=C2C1)Cl)C=1C=C2C=NNC2=CC1 5-(3-methoxy-4-((5-chloroisoindolin-2-yl)sulfonyl)phenyl)-1H-indazole